2-(2,3-difluoro-6-(2-morpholinothiazol-4-yl)phenoxy)-N-(10-(2-((2-(2,6-dioxopiperidin-3-yl)-1,3-dioxoisoindolin-4-yl)oxy)acetamido)decyl)acetamide FC1=C(OCC(=O)NCCCCCCCCCCNC(COC2=C3C(N(C(C3=CC=C2)=O)C2C(NC(CC2)=O)=O)=O)=O)C(=CC=C1F)C=1N=C(SC1)N1CCOCC1